O1N=C(CC12CCCCC2)C[C@@H]2[C@@H]([C@H]([C@H]([C@H](O2)CO)O)N2N=NC(=C2)C2=C(C(=C(C=C2)Cl)F)F)OC (2R,3R,4S,5R,6R)-6-((1-Oxa-2-azaspiro[4.5]dec-2-en-3-yl)methyl)-4-(4-(4-chloro-2,3-difluorophenyl)-1H-1,2,3-triazol-1-yl)-2-(hydroxymethyl)-5-methoxytetrahydro-2H-pyran-3-ol